C(#N)C=1C=C(C(=O)N(C)C)C=C(C1O)C1=CC2=C(NC=N2)C=C1 3-cyano-4-hydroxy-N,N-dimethyl-5-(1H-benzimidazol-5-yl)benzamide